C(C)C1=C(N=C2N1C=C(C(=C2)OC)C2=NN=NN2)C(O)(C2=NC=CC=N2)C2=CC=CC=C2 [3-Ethyl-7-methoxy-6-(1H-tetrazol-5-yl)-imidazo[1,2-a]pyridin-2-yl]-phenyl-pyrimidin-2-yl-methanol